N-(5-hydroxy-1,2,3,4-tetrahydronaphthalen-1-yl)-2-oxo-6-(trifluoromethyl)-1,2-dihydropyridine-3-carboxamide OC1=C2CCCC(C2=CC=C1)NC(=O)C=1C(NC(=CC1)C(F)(F)F)=O